3-(4-fluoroindolin-5-yl)-1-(oxetan-3-yl)-1H-pyrazolo[3,4-d]pyrimidin-4-amine FC1=C2CCNC2=CC=C1C1=NN(C2=NC=NC(=C21)N)C2COC2